COC=1C=C(C=CC1OCCCCCCCCCCCCCC)C(CC(CC(S(=O)(=O)[O-])C1=CC(=C(C=C1)OCCCCCCCCCCCCCC)OC)=O)S(=O)(=O)[O-].[Na+].[Na+] disodium 1,5-bis(3-methoxy-4-tetradecoxyphenyl)-3-oxo-1,5-pentanedisulfonate